N1=C(SC2=C1C=CN2)C(=O)N 4H-pyrrolo[3,2-d]thiazole-2-carboxamide